C(C)(C)(C)OC(NCC1=C(C=C(C=C1)N)Cl)=O (4-amino-2-chlorobenzyl)carbamic acid tert-butyl ester